CN(C)CC=1N(C(=CN1)C1=CC=C(OC2=C(C=O)C(=CC=C2F)F)C=C1)C 2-(4-(2-((dimethylamino)methyl)-1-methyl-1H-imidazol-5-yl)phenoxy)-3,6-difluorobenzaldehyde